tert-butyl (S)-((1-(5-(2-(2,6-difluorophenyl)-3-oxo-2,3-dihydropyridazine-4-carboxamido)-1-(2-methoxyethyl)-2-methyl-1H-benzo[d]imidazol-4-yl)pyrrolidin-2-yl)methyl)carbamate FC1=C(C(=CC=C1)F)N1N=CC=C(C1=O)C(=O)NC1=C(C2=C(N(C(=N2)C)CCOC)C=C1)N1[C@@H](CCC1)CNC(OC(C)(C)C)=O